methyl 4-[3-[(2S)-2-[(tert-butoxycarbonyl)amino]-4-carbamoylbutoxy]-2-fluoro-5-methylphenyl]butanoate C(C)(C)(C)OC(=O)N[C@H](COC=1C(=C(C=C(C1)C)CCCC(=O)OC)F)CCC(N)=O